NC1CCN(CC1)C1=NC2=CC=C(C=C2C(=N1)C1=CC(=C(C#N)C=C1)F)C=1C=CC=C2C=NN(C12)C 4-(2-(4-Aminopiperidin-1-yl)-6-(1-methyl-1H-indazol-7-yl)quinazolin-4-yl)-2-fluorobenzonitrile